γ-acryloxypropylmethyl-dimethoxysilane C(C=C)(=O)OCCC[Si](OC)(OC)C